3-(2,6-dichlorophenyl)-1-methyl-7-((1-(1-methylpiperidin-4-yl)-1H-indol-5-yl)amino)-2,3-dihydropyrimido[4,5-d]pyrimidin-4(1H)-one ClC1=C(C(=CC=C1)Cl)N1CN(C2=NC(=NC=C2C1=O)NC=1C=C2C=CN(C2=CC1)C1CCN(CC1)C)C